CN1C(CCC1)=O n-Methylpyrrolidone